OCC1(CCN(CC1)CC#C)C#N 4-(hydroxymethyl)-1-(prop-2-yn-1-yl)piperidine-4-carbonitrile